OC[C@H]1N(CCN(C1)C=1N=CC2=C(N1)C(=NC=N2)NC2=CC(=C(C=C2)OC2=CC1=C(N(N=N1)C)C=C2)C)C(C=C)=O (S)-1-(2-(hydroxymethyl)-4-(8-((3-methyl-4-((1-methyl-1H-benzo[d][1,2,3]triazol-5-yl)oxy)phenyl)amino)pyrimido[5,4-d]pyrimidin-2-yl)piperazin-1-yl)prop-2-en-1-one